C(=O)O.FC(C1=C2CN(C(C2=CC(=C1)CNC1(CCC1)C)=O)C1=CC(=CC=C1)C1(COC1)[C@H](C1=NN=CN1C)F)F (R)-4-(difluoromethyl)-2-(3-(3-(fluoro(4-methyl-4H-1,2,4-triazol-3-yl)methyl)oxetan-3-yl)phenyl)-6-(((1-methylcyclobutyl)amino)methyl)isoindolin-1-one formate